1-((1R,3s,5S)-3-((4-((2-fluoro-4-((1-(6-methylpyridin-3-yl)-1H-pyrazol-3-yl)oxy)phenyl)amino)-7-methoxyquinazolin-6-yl)amino)-8-azabicyclo[3.2.1]octan-8-yl)prop-2-en-1-one FC1=C(C=CC(=C1)OC1=NN(C=C1)C=1C=NC(=CC1)C)NC1=NC=NC2=CC(=C(C=C12)NC1C[C@H]2CC[C@@H](C1)N2C(C=C)=O)OC